8-((2S,5R)-4-(tert-butoxycarbonyl)-5-ethyl-2-methylpiperazin-1-yl)-6-oxo-5,6-dihydroimidazo[1,2-b]pyridazine-2-carboxylic acid C(C)(C)(C)OC(=O)N1C[C@@H](N(C[C@H]1CC)C=1C=2N(NC(C1)=O)C=C(N2)C(=O)O)C